tert-butyl 4-[2-[5-[1-(4-isopropoxycarbonyl-1-piperidyl)ethyl]-1-naphthyl]ethynyl]piperidine-1-carboxylate C(C)(C)OC(=O)C1CCN(CC1)C(C)C1=C2C=CC=C(C2=CC=C1)C#CC1CCN(CC1)C(=O)OC(C)(C)C